N-(5-(2-(((1r,4r)-4-aminocyclohexyl)amino)-8-ethylquinazolin-6-yl)-1-methyl-1H-pyrazol-3-yl)-2-chlorobenzenesulfonamide, formate salt C(=O)O.NC1CCC(CC1)NC1=NC2=C(C=C(C=C2C=N1)C1=CC(=NN1C)NS(=O)(=O)C1=C(C=CC=C1)Cl)CC